BrCC1CC1 1-(bromomethyl)cyclopropane